N(C(=N)N)C1=CC=C(C(=O)OC=2C=C3CCNC(C3=CC2)=O)C=C1 1-oxo-1,2,3,4-tetrahydroisoquinolin-6-yl 4-guanidinobenzoate